E-vinyl phosphate P(=O)(OC=C)([O-])[O-]